FC(C=1C=CC(=NC1)OC1=CC2=C(N=C(S2)N)C=C1)(F)F 6-[[5-(trifluoromethyl)-2-pyridyl]oxy]-1,3-benzothiazol-2-amine